N-({4-amino-1-methyl-1H-pyrazolo[4,3-c]quinolin-7-yl}methyl)-N-(2-methanesulfonylphenyl)pyridine-3-carboxamide NC1=NC=2C=C(C=CC2C2=C1C=NN2C)CN(C(=O)C=2C=NC=CC2)C2=C(C=CC=C2)S(=O)(=O)C